C1(CC1)C=1C(=CC(=C(C1)N1CCN(CC1)CC=1SC2=C(N1)C=CC=C2)C=2N=NNN2)F 2-[[4-[5-cycloprop-yl-4-fluoro-2-(2H-tetrazol-5-yl)phenyl]piperazin-1-yl]-methyl]-1,3-benzo-thiazole